ClC1=C(C=C(C=C1)NC(=O)[C@@H]1C([C@H]1C1=CC(=CC(=C1)Cl)Cl)(Cl)Cl)N(C(C1=C(C=C(C=C1)C#N)C)=O)C |r| trans-rac-N-(2-Chloro-5-(2,2-dichloro-3-(3,5-dichlorophenyl)cyclopropane-1-carboxamido)phenyl)-4-cyano-N,2-dimethylbenzamide